N-(2,4-difluorophenyl)-N-(4-(hydroxycarbamoyl)benzyl)morpholine-4-carboxamide Methyl-4-((N-(2,4-difluorophenyl)morpholine-4-carboxamido)methyl)benzoate COC(C1=CC=C(C=C1)CN(C(=O)N1CCOCC1)C1=C(C=C(C=C1)F)F)=O.FC1=C(C=CC(=C1)F)N(C(=O)N1CCOCC1)CC1=CC=C(C=C1)C(NO)=O